C1(CC1)CC1=C(C(=NN1C=1SC=C(N1)C(=O)O)C1=CC(=C(C=C1)F)C=1CC2=CC=CC=C2C1)CC1=CC(=C(C=C1)S(N)(=O)=O)F 2-(5-(cyclopropylmethyl)-3-(4-fluoro-3-(1H-inden-2-yl)phenyl)-4-(3-fluoro-4-sulfamoylbenzyl)-1H-pyrazol-1-yl)thiazole-4-carboxylic acid